(S)-N-(3-chloro-4-fluorophenyl)-N-methyl-2-(6-methyl-4-(trifluoromethyl)pyridin-2-yl)isothiazolidine-3-carboxamide 1,1-dioxide ClC=1C=C(C=CC1F)N(C(=O)[C@H]1N(S(CC1)(=O)=O)C1=NC(=CC(=C1)C(F)(F)F)C)C